[Na+].C(C(C)=C)OC1=CC=C(C=C1)S(=O)(=O)[O-] p-sulfophenyl methallyl ether sodium salt